N1(CCN(CCN(CCN(CC1)C=CC(=O)O)C=CC(=O)O)C=CC(=O)O)C=CC(=O)O 1,4,7,10-tetraazacyclododecane-1,4,7,10-tetraacrylic acid